CC1=C(C(=C(C1([Hf](C1=C(C2=C3CCCC3=CC=C2C1)CCC1=CC=CC=C1)(C)C)C)C)C)C Pentamethylcyclopentadienyl-dimethyl-(1-phenethyl-3,6,7,8-tetrahydro-as-indacenyl)hafnium